FC1=C(C=CC=C1F)[C@@H]1COC2=CC(=CC=C2[C@@H]1C1=CC=C(C=C1)N1CCC(CC1)CN1CCC2(CN(C2)C=2C=C3CN(C(C3=CC2)=O)C2C(NC(CC2)=O)=O)CC1)O 3-(5-(7-((1-(4-(cis-3-(2,3-difluorophenyl)-7-hydroxychroman-4-yl)phenyl)piperidin-4-yl)methyl)-2,7-diazaspiro[3.5]nonane-2-yl)-1-oxoisoindol-2-yl)piperidin-2,6-dione